3,4-epoxycyclohexylmethyl-carboxylate cyclohexyl-4-(3-hydroxyphenyl)-7-(2-methoxyphenyl)-2-methyl-5-oxo-1,4,5,6,7,8-hexahydroquinoline-3-carboxylate C1(CCCCC1)OC(=O)C1=C(NC=2CC(CC(C2C1C1=CC(=CC=C1)O)=O)C1=C(C=CC=C1)OC)C.C1(CC2C(CC1)O2)CC(=O)O